C(C)(C)(C)OC(=O)N1[C@@](CC(C1)=C)(C(=O)O)C 2-methyl-(2S)-4-methylenepyrrolidine-1,2-dicarboxylic acid 1-tert-butyl ester